C(C)OC1=C(C=CC(=N1)[C@@H](CS(=O)(=O)C)N1C(C2=C(C=CC(=C2C1=O)NC(COC)=O)F)=O)OC (S)-N-(2-(1-(6-ethoxy-5-methoxypyridin-2-yl)-2-(methylsulfonyl)ethyl)-7-fluoro-1,3-dioxoisoindolin-4-yl)-2-methoxyacetamide